CN(CCOC1=C(C=CC(=C1)OC)/C=C/C(=O)O)C (E)-3-[2-[2-(dimethylamino)ethoxy]-4-methoxy-phenyl]prop-2-enoic acid